1-cyclopropyl-6-fluoro-7-methoxy-3-({[(3S)-1-(6-methylpyridin-3-yl)piperidin-3-yl][(2-methylpyridin-4-yl)methyl]amino}methyl)-1,4-dihydro-1,8-naphthyridin-4-one C1(CC1)N1C=C(C(C2=CC(=C(N=C12)OC)F)=O)CN(CC1=CC(=NC=C1)C)[C@@H]1CN(CCC1)C=1C=NC(=CC1)C